(2-methylbenzo[d]thiazol-5-yl)methyl 4-(6-(1-methyl-1H-pyrazol-4-yl)pyrazolo[1,5-a]pyridin-3-yl)piperazine-1-carboxylate CN1N=CC(=C1)C=1C=CC=2N(C1)N=CC2N2CCN(CC2)C(=O)OCC=2C=CC1=C(N=C(S1)C)C2